3-(5-(((1R,2S)-2-(4-ethoxypiperidin-1-yl)cyclopentyl)oxy)-1-oxoisoindolin-2-yl)piperidine-2,6-dione C(C)OC1CCN(CC1)[C@@H]1[C@@H](CCC1)OC=1C=C2CN(C(C2=CC1)=O)C1C(NC(CC1)=O)=O